C1(CC1)NC1=NC(=NC=C1C(=O)NC1=C(C=CC=C1C)C)NC1=C(C=C(C=C1)N1CCN(CC1)CC)F 4-(cyclopropylamino)-N-(2,6-dimethylphenyl)-2-((4-(4-ethylpiperazin-1-yl)-2-fluorophenyl)amino)pyrimidine-5-carboxamide